(5-(ethoxycarbonyl)-2-methylphenoxy)azetidine-1-carboxylic acid tert-butyl ester C(C)(C)(C)OC(=O)N1C(CC1)OC1=C(C=CC(=C1)C(=O)OCC)C